5-(2,2-Dimethylmorpholinyl)-N-methyl-1-((1S,2S)-2-methyl-1-(5-oxo-4,5-dihydro-1,2,4-oxadiazol-3-yl)cyclopropyl)-N-phenyl-1H-indole-2-carboxamide CC1(CN(CCO1)C=1C=C2C=C(N(C2=CC1)[C@@]1([C@H](C1)C)C1=NOC(N1)=O)C(=O)N(C1=CC=CC=C1)C)C